(E)-6-(4-(diphenylamino)styryl)-N,N-diphenylnaphthalen-2-amine C1(=CC=CC=C1)N(C1=CC=C(/C=C/C=2C=C3C=CC(=CC3=CC2)N(C2=CC=CC=C2)C2=CC=CC=C2)C=C1)C1=CC=CC=C1